OC[C@H](C#CC1=CC=C(C=C1)C1=CC=C(C=C1)C1CC(C1)NCC#N)N1C(=NC=C1)[C@H](C)O 2-((3-(4'-((S)-4-hydroxy-3-(2-((S)-1-hydroxyethyl)-1H-imidazol-1-yl)but-1-yn-1-yl)-[1,1'-biphenyl]-4-yl)cyclobutyl)amino)acetonitrile